CN(C(OC(C)(C)C)=O)[C@@H]1C[C@H](C1)OC=1C=2N(C=C(N1)C=1C=NN(C1)C)N=CC2C tert-butyl methyl((trans)-3-((3-methyl-6-(1-methyl-1H-pyrazol-4-yl)pyrazolo[1,5-a]pyrazin-4-yl)oxy)cyclobutyl)carbamate